C(#N)CC=1C=C(C=CC1)C#C\C=C/1\C(CN(CC1)C(=O)OCC)(C)C Ethyl (4E)-4-{3-[3-(cyanomethyl)phenyl]prop-2-yn-1-ylidene}-3,3-dimethylpiperidine-1-carboxylate